7-{[(1R)-1-{4-[1-(4-acryloylpiperazin-1-yl)-4,4-difluorocyclohexyl]phenyl}ethyl]amino}-1-(propan-2-yl)-1,6-naphthyridin-2(1H)-one C(C=C)(=O)N1CCN(CC1)C1(CCC(CC1)(F)F)C1=CC=C(C=C1)[C@@H](C)NC1=NC=C2C=CC(N(C2=C1)C(C)C)=O